C([2H])([2H])([2H])C1OCCC1 (methyl-d3)-tetrahydrofuran